N1(N=CC2=C1CCOC2)C2=CC=C(C=N2)S(=O)(=O)NC=2C=CC=C1C=NN(C21)C 6-(6,7-dihydropyrano[4,3-c]pyrazol-1(4H)-yl)-N-(1-methyl-1H-indazol-7-yl)pyridine-3-sulfonamide